C(O)NC(C(C)P(=O)(OC)OC)=O N-Methyloldimethylphosphonopropionamide